ethyl 3,5-dioxocyclohexanecarboxylate (S)-benzyl-((2-(2-methoxy-7-methylquinoxalin-5-yl)-7,8-dihydrobenzofuro[5,4-d]thiazol-7-yl)methyl)carbamate C(C1=CC=CC=C1)N(C(O)=O)C[C@H]1OC2=C(C1)C1=C(N=C(S1)C1=C3N=CC(=NC3=CC(=C1)C)OC)C=C2.O=C2CC(CC(C2)=O)C(=O)OCC